FC1=CC(=C(C=C1)C=1CCSC2=C(C1C1=CC=C(C=C1)O[C@@H]1CN(CC1)CCCF)C=CC(=C2)O)C 4-(4-Fluoro-2-methylphenyl)-5-[4-[(3S)-1-(3-fluoropropyl)pyrrolidin-3-yl]oxyphenyl]-2,3-dihydro-1-benzothiepin-8-ol